CN1C(=NC2=C1C=C(C(=C2)C)C2CCNCC2)C2=CC=C(C=C2)S(=O)(=O)C 1,5-dimethyl-2-(4-(methylsulfonyl)phenyl)-6-(piperidin-4-yl)-1H-benzo[d]imidazole